C(C)N1C=C(C=2N=NC(=CC21)C=2C(NC(NC2)=O)=O)C 5-(5-ethyl-7-methyl-5H-pyrrolo[3,2-c]pyridazin-3-yl)pyrimidine-2,4(1H,3H)-dione